calcium decanate C(CCCCCCCCC)(=O)[O-].[Ca+2].C(CCCCCCCCC)(=O)[O-]